2-(ethoxymethylene)-4-methyl-3-oxopentanoic acid ethyl ester C(C)OC(C(C(C(C)C)=O)=COCC)=O